N1(C=NC=C1)CCOC1=NC=C(N=C1)C1=NC=CC=C1 2-(2-(1H-imidazol-1-yl)ethoxy)-5-(pyridin-2-yl)pyrazine